C(#N)C=1N(N=C2C1N=CC=C2C2CCN(CC2)C(=O)OC(C)(C)C)C2=CC=C(C=C2)OC2=CC=C(C=C2)F tert-butyl 4-{3-cyano-2-[4-(4-fluorophenoxy)phenyl]-2H-pyrazolo[4,3-b]pyridin-7-yl}piperidine-1-carboxylate